C1(CC1)OC=1C(=CC(=NC1)C1=NSC(=N1)NC1=NC=CC=C1N(C)C)C(F)(F)F N2-(3-(5-cyclopropoxy-4-(trifluoromethyl)pyridin-2-yl)-1,2,4-thiadiazol-5-yl)-N3,N3-dimethylpyridine-2,3-diamine